C(#N)C(C(=O)N1CCCC1)=CC(C)(C)C 1-(2-cyano-4,4-dimethylpent-2-enoyl)pyrrolidine